acetic acid (E,E-FARNESYL ACETATE) C(\C=C(/C)\CC\C=C(/C)\CCC=C(C)C)CC(=O)O.C(C)(=O)O